tert-butyl (4RS)-3-iodo-4-methyl-2-[4-(trifluoromethyl)phenyl]-6,7-dihydropyrazolo[1,5-a]pyrazine-5(4H)-carboxylate IC=1C(=NN2C1[C@H](N(CC2)C(=O)OC(C)(C)C)C)C2=CC=C(C=C2)C(F)(F)F |r|